COC1=C(C=C(C=C1)[C@@H]1CC[C@H](CC1)CN(C(=O)C12CCC(CC1)(CC2)C(=O)OC)C2=CC(=CC=C2)C2=CN=C(S2)OC)C Methyl 4-(((trans-4-(4-methoxy-3-methyl phenyl)cyclohexyl)-methyl)(3-(2-methoxythiazol-5-yl)phenyl)carbamoyl)-bicyclo[2.2.2]-octane-1-carboxylate